FC(C=1C=CC(=NC1)OC1=CC=C(C=C1)C1=CC=CC(=N1)C(CO)O)(F)F 1-(6-(4-((5-(Trifluoromethyl)pyridin-2-yl)oxy)phenyl)pyridin-2-yl)ethan-1,2-diol